4-[5-(1-hydroxy-1-methyl-ethyl)-2-[[4-[2-(4-piperidyl)ethyl]phenyl]methyl]phenyl]-6-methyl-1-(p-tolylsulfonyl)pyrrolo[2,3-c]pyridin-7-one OC(C)(C)C=1C=CC(=C(C1)C=1C2=C(C(N(C1)C)=O)N(C=C2)S(=O)(=O)C2=CC=C(C=C2)C)CC2=CC=C(C=C2)CCC2CCNCC2